4',5-di-tert-butyl-N-(4-(tert-butyl)phenyl)-[1,1'-biphenyl]-2-amine C(C)(C)(C)C1=CC=C(C=C1)C=1C(=CC=C(C1)C(C)(C)C)NC1=CC=C(C=C1)C(C)(C)C